C1(CCCCC1)[C@H]1C[C@@H](CN(C1)S(=O)(=O)N1CCOCC1)COC1=NC=CC(=C1)CN trans-(2-(((3S,5R)-5-cyclohexyl-1-(morpholinosulfonyl)piperidin-3-yl)methoxy)pyridin-4-yl)methanamine